dimethyl-bis(3-methyl-1-butyn-3-oxy)silane C[Si](OC(C#C)(C)C)(OC(C#C)(C)C)C